3-(5-((4-(2-methyl-5-phenylthieno[2,3-d]pyrimidin-4-yl)-3,6-dihydropyridin-1(2H)-yl)methyl)-1-oxoisoindolin-2-yl)piperidine-2,6-dione CC=1N=C(C2=C(N1)SC=C2C2=CC=CC=C2)C=2CCN(CC2)CC=2C=C1CN(C(C1=CC2)=O)C2C(NC(CC2)=O)=O